COCCOC(CC(=O)O[SiH3])(OCCOC)OCCOC tris(methoxyethoxy)propionyl-oxysilane